[5-[3-chloro-6-fluoro-2-[(E)-2-(6-methyl-4,8-dioxo-1,3,6,2-dioxazaborocan-2-yl)vinyl]phenyl]-1,3-dimethyl-6-oxopyridazin-4-yl] 2-methylpropanoate CC(C(=O)OC=1C(=NN(C(C1C1=C(C(=CC=C1F)Cl)\C=C\B1OC(CN(CC(O1)=O)C)=O)=O)C)C)C